Tert-butyl 4-{[N6-(tert-butoxycarbonyl)-L-lysyl]amino}butanoate C(C)(C)(C)OC(=O)NCCCC[C@H](N)C(=O)NCCCC(=O)OC(C)(C)C